N-[2-(2-aminoethylamino)ethyl]-4-[[3-[4-(difluoromethoxy)phenyl]imidazo[1,2-a]pyrazin-8-yl]amino]-2-methylbenzamide NCCNCCNC(C1=C(C=C(C=C1)NC=1C=2N(C=CN1)C(=CN2)C2=CC=C(C=C2)OC(F)F)C)=O